[4-[5-methyl-3-(trifluoromethyl)pyrazol-1-yl]phenyl]methanamine CC1=CC(=NN1C1=CC=C(C=C1)CN)C(F)(F)F